N1N=C(N=C1)C=O 1H-1,2,4-triazole-3-carbaldehyde